ClC=1C=C(C=CC1C(NC1=CC=C(C=C1)C#N)=O)C(=O)N[C@H](C(=O)NC1=CC=C(C(=O)NC2=C(C(=C(C(=O)NC3=CC=C(C(=O)O)C=C3)C=C2)O)OC(C)C)C=C1)CC#C 4-(4-{4-[(2s)-2-({3-Chloro-4-[(4-cyanophenyl)carbamoyl]phenyl}formamido)pent-4-ynamido]benzamido}-2-hydroxy-3-(propan-2-yloxy)benzamido)benzoic acid